((6-(2-chloro-6-allyl-7H-pyrrolo[2,3-d]pyrimidin-7-yl)pyridin-2-yl)imino)dimethyl-λ6-sulfanone ClC=1N=CC2=C(N1)N(C(=C2)CC=C)C2=CC=CC(=N2)N=S(=O)(C)C